N1C=NC(=C1)CNN1N=CC2=C(C=CC=C12)C1=C(C=CC=C1)C1CN(CC=C1)C(=O)[O-] 3-(((((1H-imidazol-4-yl) methyl) amino)-1H-indazol-4-yl) phenyl)-3,6-dihydropyridine-1(2H)-carboxylate